6-(2-chloro-6-fluorophenyl)-8-cyclopropyl-2-{[4-(4-methylpiperazin-1-yl)phenyl]amino}pyrido[2,3-d]pyrimidin-5(8H)-one ClC1=C(C(=CC=C1)F)C=1C(C2=C(N=C(N=C2)NC2=CC=C(C=C2)N2CCN(CC2)C)N(C1)C1CC1)=O